COC1=CC=C(C=C1)C(OC[C@@H]1[C@@H](C[C@@H](O1)C=1C=C(C(=NC1OCCC1=CC=C(C=C1)[N+](=O)[O-])NC(C)=O)[N+](=O)[O-])O)(C1=CC=CC=C1)C1=CC=C(C=C1)OC N-[5-[(2R,4R,5R)-5-[[bis(4-methoxyphenyl)-phenyl-methoxy]methyl]-4-hydroxy-tetrahydrofuran-2-yl]-3-nitro-6-[2-(4-nitrophenyl)ethoxy]-2-pyridyl]acetamide